OCCOC=1C=C2C=CC(=CC2=CC1)C1(C2=CC=C(C=C2C=2C=C(C=CC12)C1=CC=CC=C1)C1=CC=CC=C1)C1=CC2=CC=C(C=C2C=C1)OCCO 9,9-bis(6-(2-hydroxyethoxy)-2-naphthyl)-3,6-diphenylfluorene